C(#N)C1=C(C(=C2N1CCN(C2)C(=O)N[C@H](C(F)(F)F)C)C(=O)N)C2=CC(=CC=C2)F 6-cyano-7-(3-fluorophenyl)-N2-((2S)-1,1,1-trifluoropropan-2-yl)-3,4-dihydropyrrolo[1,2-a]pyrazine-2,8(1H)-dicarboxamide